BrC=1C(=C(C=NC1)NC(CCl)=O)O N-(5-bromo-4-hydroxy-3-pyridinyl)-2-chloro-acetamide